C(C1=CC=CC=C1)N1C=NC2=CC=C(C=C2C1=O)C=1C=CC(=NC1)NC(=O)NC1=C(C=CC=C1)C 1-(5-(3-Benzyl-4-oxo-3,4-dihydroquinazolin-6-yl)pyridin-2-yl)-3-(o-tolyl)urea